C1(CC1)C=1C=C(C=2N(C1)C=C(N2)C(C)NC2=CC(=NC=N2)NC(=O)C2C(C2)C2=NC=CC(=N2)C)N2C(N(C(C2)=O)C)=O N-(6-((1-(6-cyclopropyl-8-(3-methyl-2,4-dioxoimidazolidin-1-yl)imidazo[1,2-a]pyridin-2-yl)ethyl)amino)pyrimidin-4-yl)-2-(4-methylpyrimidin-2-yl)cyclopropane-1-carboxamide